C\C(=C/CCC(=O)O)\CCC=C(C)C.C(C)(=O)OC\C=C(/C)\CCC=C(C)C Geranyl Acetate ((E)-3,7-dimethylocta-2,6-dien-1-yl acetate)